OC1=C(C(=CC(=C1)C(F)(F)F)C)C=1C=NC=2C(N1)=NN(C2)[C@H]2CCC(N(C2)C(C)C)=O |o1:21| (S or R)-5-(6-(2-hydroxy-6-methyl-4-(trifluoromethyl)phenyl)-2H-pyrazolo[3,4-b]pyrazin-2-yl)-1-isopropylpiperidin-2-one